C1(CCCC1)C=1C=C(C=NC1)C=1N=NN(C1)C1COC1 3-(4-(5-cyclopentylpyridin-3-yl)-1H-1,2,3-triazol-1-yl)oxetan